2-(2,4-dichlorophenoxy)-1-(4-((perfluorophenyl)sulfonyl)piperazin-1-yl)ethan-1-one ClC1=C(OCC(=O)N2CCN(CC2)S(=O)(=O)C2=C(C(=C(C(=C2F)F)F)F)F)C=CC(=C1)Cl